FCCCCCCCCCCCCS(=O)(=O)[O-] monofluorododecyl-sulfonate